O1CC=COC2=C1C=CC=C2 2H-1,5-Benzodioxepin